2-fluoro-3,4-dihydronaphthalen-1(2H)-one FC1C(C2=CC=CC=C2CC1)=O